tributyl-(2-fluorofuran-3-yl)stannane C(CCC)[Sn](C1=C(OC=C1)F)(CCCC)CCCC